O=C1CCCC=2C1=NOC2 7-oxo-4,5,6,7-tetrahydrobenzo[c]isoxazole